benzyl N-(((9H-fluoren-9-yl)methoxy)carbonyl)-O-(2-oxoethyl)-L-serinate C1=CC=CC=2C3=CC=CC=C3C(C12)COC(=O)N[C@@H](COCC=O)C(=O)OCC1=CC=CC=C1